ClC=1SC=C(N1)N1N=CC(=C1)CC(=O)OCC ethyl 2-[1-(2-chloro-1,3-thiazol-4-yl)-1H-pyrazol-4-yl]acetate